N1N=CC2=C1N=CNC2 1,5-dihydro-4H-pyrazolo[3,4-d]pyrimidin